[C@@H]1([C@H](O)[C@@H](O)[C@@H](O)[C@H](O1)CO)C=1N=NNC1 Beta-galactosyl-triazole